2-[2-(azetidin-3-yl)pyrazolo[3,4-b]pyridin-6-yl]-3-methyl-5-(trifluoro-methyl)phenol N1CC(C1)N1N=C2N=C(C=CC2=C1)C1=C(C=C(C=C1C)C(F)(F)F)O